hexyl S-(2-(4-methylcyclohex-3-en-1-yl)propan-2-yl)cysteinate CC1=CCC(CC1)C(C)(C)SC[C@H](N)C(=O)OCCCCCC